tert-Butyl N-[(2R,3S)-3-{4-[(2S)-2-cyclohexyl-2-[(1-ethyl-1H-pyrazol-5-yl)formamido]acetamido]phenyl}-1-(4-methylpiperazin-1-yl)-1-oxobutan-2-yl]carbamate C1(CCCCC1)[C@@H](C(=O)NC1=CC=C(C=C1)[C@@H]([C@H](C(=O)N1CCN(CC1)C)NC(OC(C)(C)C)=O)C)NC(=O)C1=CC=NN1CC